1-propyl-4-((trans-4-pentylcyclohexyl)methoxy)cyclohexane ethyl-4-(tert-butoxycarbonylamino)-6-[5-[tert-butyl(dimethyl)silyl]oxy-5-methyl-hex-1-ynyl]pyridine-3-carboxylate C(C)OC(=O)C=1C=NC(=CC1NC(=O)OC(C)(C)C)C#CCCC(C)(C)O[Si](C)(C)C(C)(C)C.C(CC)C1CCC(CC1)OC[C@@H]1CC[C@H](CC1)CCCCC